BrC1=C(C=C2C(=NC(N3C2=C1OC[C@H]3CO)=O)N3[C@H](CN(CC3)C(=O)OCC3=CC=CC=C3)C)Cl (S)-benzyl 4-((R)-10-bromo-9-chloro-3-(hydroxymethyl)-5-oxo-3,5-dihydro-2H-[1,4]oxazino[2,3,4-ij]quinazolin-7-yl)-3-methylpiperazine-1-carboxylate